C1(=CCCC1)C1=C(C(=O)OCC)C=CC=C1 ethyl 2-(cyclopent-1-en-1-yl)benzoate